C(C)C1=CC=C(C=C1)N1N=C(C=C1C1=CC=C(C#N)C=C1)C(=O)N1C[C@@H](CCC1)NC (R)-4-(1-(4-ethylphenyl)-3-(3-(methylamino)piperidine-1-carbonyl)-1H-pyrazol-5-yl)benzonitrile